4,5-dihydropyrazole-5-carboxylic acid methyl ester COC(=O)C1CC=NN1